FC=1C=C(C=C(C1)F)C(CN(C)C)C1N(C2=CC(=CC=C2C1)F)C(=O)N (1-(3,5-difluorophenyl)-2-(dimethyl-amino)ethyl)-6-fluoroindoline-1-carboxamide